5,6-dichloro-quinoxaline ClC1=C2N=CC=NC2=CC=C1Cl